COC=1C=C(C(=O)N)C=CC1NCC#CC=1N(C2=CC=CC(=C2C1)NC1CCC(CC1)N1CC2(COC2)C1)CC(F)(F)F 3-methoxy-4-{[3-(4-{[(1S,4S)-4-{2-oxa-6-azaspiro[3.3]heptan-6-yl}cyclohexyl]amino}-1-(2,2,2-trifluoroethyl)-1H-indol-2-yl)prop-2-yn-1-yl]amino}benzamide